tert-Butyl 4-(((6-(difluoromethoxy)pyridin-3-yl)sulfonyl)methyl)piperidine-1-carboxylate FC(OC1=CC=C(C=N1)S(=O)(=O)CC1CCN(CC1)C(=O)OC(C)(C)C)F